N[C@H]1CS(C2=C(N(C1=O)CC1=CC=C(C=C1)OC1=CC=C(C=C1)F)C=C(C=C2)C=2OC(=NN2)C(C)(C)C)(=O)=O (3R)-3-amino-7-(5-tert-butyl-1,3,4-oxadiazol-2-yl)-5-[[4-(4-fluorophenoxy)phenyl]methyl]-1,1-dioxo-2,3-dihydro-1λ6,5-benzothiazepin-4-one